B([O-])([O-])[O-].[PH4+].[PH4+].[PH4+] (phosphonium) borate